(2-((2-((5-methyl-4,5,6,7-tetrahydrothiazolo[5,4-c]pyridin-2-yl)amino)-7H-pyrrolo[2,3-d]pyrimidin-4-yl)amino)phenyl)dimethylphosphine oxide CN1CC2=C(CC1)N=C(S2)NC=2N=C(C1=C(N2)NC=C1)NC1=C(C=CC=C1)P(C)(C)=O